2-bromo-4-((1-((tert-butyldimethylsilyl)oxy)butan-2-yl)oxy)-6-iodo-3-(methoxymethoxy)pyridine BrC1=NC(=CC(=C1OCOC)OC(CO[Si](C)(C)C(C)(C)C)CC)I